N'-((1,2,3,5,6,7-hexahydro-s-indacen-4-yl)carbamoyl)-6-(hydroxymethyl)-6-methyl-6,7-dihydro-5H-pyrazolo[5,1-b][1,3]oxazine-3-sulfonimidamide C1CCC2=C(C=3CCCC3C=C12)NC(=O)N=S(=O)(N)C=1C=NN2C1OCC(C2)(C)CO